CC1(N(C(CCC1)(C)C)N(C(O)=O)CCCCCCCC)C.NC=1C2=C(N=CN1)N(C(=C2C2=CC=C(C(=O)NCC1OCC1)C=C2)C2=CC=C(C=C2)NC(C(=C)C)=O)C 4-(4-Amino-6-(4-methacrylamidophenyl)-7-methyl-7H-pyrrolo[2,3-d]pyrimidin-5-yl)-N-(oxetan-2-ylmethyl)benzamide 2,2,6,6-tetramethylpiperidin-1-yl-octylcarbamate